(5-bromo-2-fluoro-4-methoxyphenyl)ethanesulfonamide BrC=1C(=CC(=C(C1)C(C)S(=O)(=O)N)F)OC